3-(Piperazin-1-yl)-N-(quinoxalin-6-ylmethyl)pyridin-4-amine N1(CCNCC1)C=1C=NC=CC1NCC=1C=C2N=CC=NC2=CC1